ClC1=NC(=NC(=C1Cl)C(F)(F)F)SC 4,5-Dichloro-2-(methylthio)-6-(trifluoromethyl)pyrimidine